COC1=C(C=C(C(=C1)N1CCN(CC1)C)[N+](=O)[O-])NC1=NC=C(C(=N1)N1CC(C2=NC(=CC=C21)C)(C)C)C(=O)OC(C)C isopropyl 2-((2-methoxy-4-(4-methylpiperazin-1-yl)-5-nitrophenyl)amino)-4-(3,3,5-trimethyl-2,3-dihydro-1H-pyrrolo[3,2-b]pyridin-1-yl)pyrimidine-5-carboxylate